N-((1R,4R)-4-Hydroxycyclohexyl)-3-((4-oxo-7-(5-(trifluoromethyl)-1H-pyrazol-4-yl)quinazolin-3(4H)-yl)methyl)benzamide OC1CCC(CC1)NC(C1=CC(=CC=C1)CN1C=NC2=CC(=CC=C2C1=O)C=1C=NNC1C(F)(F)F)=O